6-fluoro-N-(methyl-d3)-5-(4-((2-methyl-3-oxo-4H-quinoxalin-6-yl)methyl-d2)piperazine-1-yl)pyridine-2-carboxamide FC1=C(C=CC(=N1)C(=O)NC([2H])([2H])[2H])N1CCN(CC1)C([2H])([2H])C=1C=C2NC(C(=NC2=CC1)C)=O